C1(=CC=CC=C1)NCC(C)N N-phenyl-1,2-propylenediamine